(S)-α-Hydroxyphenylacetic acid O[C@H](C(=O)O)C1=CC=CC=C1